O=C1CC2C(O1)C(CC2)C(=O)[O-] 2-oxohexahydro-2H-cyclopenta[b]furan-6-carboxylate